sodium 2-pyridinesulfinate N1=C(C=CC=C1)S(=O)[O-].[Na+]